Ethyl 1-[[4-[[2-(trifluoromethyl)-1,3-dioxolan-2-yl]methoxy]phenyl]methyl]pyrazole-4-carboxylate FC(C1(OCCO1)COC1=CC=C(C=C1)CN1N=CC(=C1)C(=O)OCC)(F)F